ethyl 3-amino-4-[2-(1,3-dihydro-1,3-dioxo-2H-isoindol-2-yl) ethoxy]-2-butenoate NC(=CC(=O)OCC)COCCN1C(C2=CC=CC=C2C1=O)=O